FC=1C(=C(C=CC1F)[C@H]1[C@@H](O[C@](C1)(C(F)(F)F)C)C(=O)NC1=CC(=[N+](C=C1)[O-])C(=O)N)OC |o1:8,9,11| rel-(2R,3S,5R)-4-[[3-(3,4-difluoro-2-methoxy-phenyl)-5-methyl-5-(trifluoromethyl)tetrahydrofuran-2-carbonyl]amino]-1-oxido-pyridin-1-ium-2-carboxamide